N-(4-((6-nitro-2-oxo-2H-benzopyran-4-yl)amino)phenyl)benzenesulfonamide aluminum molybdenum nitrogen [N].[Mo].[Al].[N+](=O)([O-])C=1C=CC2=C(C(=CC(O2)=O)NC2=CC=C(C=C2)NS(=O)(=O)C2=CC=CC=C2)C1